2-amino-3-(5-fluoropyridin-3-yl)propanoic acid NC(C(=O)O)CC=1C=NC=C(C1)F